tert-butyl 2-(3-chloropyrazin-2-yl)-2-cyanoacetate ClC=1C(=NC=CN1)C(C(=O)OC(C)(C)C)C#N